C(C)C=1C2=CC(=CC=C2N=C2C3=CC=4[C@@](C(OCC4C(N3CC12)=O)=O)(O)CC)OC (19S)-10,19-Diethyl-19-hydroxy-7-methoxy-17-oxa-3,13-diazapentacyclo[11.8.0.02,11.04,9.015,20]henicosa-1(21),2,4,6,8,10,15(20)-heptaene-14,18-dione